(4-amino-1-(5-bromopyridin-2-yl)piperidin-4-yl)acetonitrile NC1(CCN(CC1)C1=NC=C(C=C1)Br)CC#N